FC=1C(=C(C=C(C1)C(C)C)C(C(=O)O)N1C[C@@H](CC1)OCCCCCC1=NC=2NCCCC2C(=C1)OCCOC)OC 2-(3-fluoro-5-isopropyl-2-methoxyphenyl)-2-((R)-3-((5-(4-(2-methoxyethoxy)-5,6,7,8-tetrahydro-1,8-naphthyridin-2-yl)pentyl)oxy)pyrrolidin-1-yl)acetic acid